2-(6-amino-5-(1-fluoro-2-(2-((1r,3r)-3-(piperidin-4-yloxy)cyclobutoxy)pyridin-4-yl)vinyl)pyridazin-3-yl)phenol trifluoroacetate FC(C(=O)O)(F)F.NC1=C(C=C(N=N1)C1=C(C=CC=C1)O)C(=CC1=CC(=NC=C1)OC1CC(C1)OC1CCNCC1)F